C(C)(=O)NCC=1C(=CC(=NC1)C1=C(C=C(C=C1)Cl)Cl)C1=NN(C=C1)CC=1C=C(C(=O)NC)C=CC1 3-((3-(5-(acetamidomethyl)-2-(2,4-dichlorophenyl)pyridin-4-yl)-1H-pyrazol-1-yl)methyl)-N-methylbenzamide